C(C1=CC=NC=C1)(=O)O[C@@H]1[C@H]([C@H]([C@H](O[C@@]12CCCO2)CO)O)N2N=NC(=C2)C2=CC(=C(C(=C2)F)F)F (5S,7R,8R,9S,10R)-8-hydroxy-7-(hydroxymethyl)-9-(4-(3,4,5-trifluorophenyl)-1H-1,2,3-triazol-1-yl)-1,6-dioxaspiro[4.5]decan-10-yl isonicotinate